ethyl 2-isopentyl-8-phenyl-2,3-dihydro-1H-benzofuro[4,5-E][1,3]oxazine-9-carboxylate C(CC(C)C)N1COC2=C(C1)C=1C(=C(OC1C=C2)C2=CC=CC=C2)C(=O)OCC